C1(CC1)C1=NC=C(C=N1)C(=O)N1CC2=C(C=C(C=C2CC1)C=1C=C2C(=NC1)NC=C2C)[C@H]2N(CCC2)C(=O)OC(C)(C)C (S)-tert-butyl 2-(2-(2-cyclopropylpyrimidine-5-carbonyl)-6-(3-methyl-1H-pyrrolo[2,3-b]pyridin-5-yl)-1,2,3,4-tetrahydroisoquinolin-8-yl)pyrrolidine-1-carboxylate